[Cl-].C(=O)(O)CNC(=O)C=1C=CC(=C(C1)N1C[C@H](CC1)[NH3+])NC(=O)C=1NC(=C(C1)Br)Br (S)-1-(5-((Carboxymethyl)carbamoyl)-2-(4,5-dibromo-1H-pyrrole-2-carboxamido)phenyl)pyrrolidin-3-aminium chloride